FC(C1=CN=C(S1)C=O)(F)F 5-(trifluoro-methyl)thiazole-2-carbaldehyde